C1(CCC1)CN1C(N(CC12CCC(CC2)(C2=CC=CC=C2)N(C)C)C=2SC(=CC2)C2=NC=CC=C2)=O 1-(cyclobutyl-methyl)-8-dimethylamino-8-phenyl-3-(5-pyridin-2-yl-thiophen-2-yl)-1,3-diazaspiro[4.5]decan-2-one